ClC1=C(C=C(C(=C1)F)C(=O)NCC1=CC(=C(C=C1)F)F)C(=O)NC1=NC=C(C=C1)OC1=CC=CC=C1 4-chloro-N1-[(3,4-difluorophenyl)methyl]-6-fluoro-N3-(5-phenoxy-2-pyridyl)benzene-1,3-dicarboxamide